C[C@@H]1N(C[C@H](N(C1)CC1=CC(=C(C(=C1)F)F)F)C)C1=CC(N(C=2C=CC(=NC12)C#N)C)=O 8-((2s,5r)-2,5-dimethyl-4-(3,4,5-trifluorobenzyl)piperazin-1-yl)-5-methyl-6-oxo-5,6-dihydro-1,5-naphthyridine-2-carbonitrile